dicyano-trifluoromethyl-imidazoleHeptanoic acid 7-[4-(4-benzo[b]thiophen-4-ylpiperazin-1-yl)butoxy]-4,4-dimethyl-2-oxo-3,4-dihydro-2H-quinolin-1-ylmethyl ester S1C2=C(C=C1)C(=CC=C2)N2CCN(CC2)CCCCOC2=CC=C1C(CC(N(C1=C2)COC(C(CCCCCC=2NC(=C(N2)C(F)(F)F)C#N)C#N)=O)=O)(C)C